[N+](=O)([O-])C1=CC=C(C=C1)OC(=O)Cl (4-nitrophenyl)chloroformate